C(C)C1=CC(=C(C=C1)O)CC=C 4-ethyl-2-(2-propen-1-yl)phenol